C(CCCCCCCC(=O)O)(=O)O.C(CCCCCCCC(=O)O)(=O)O azelaic acid (Azelate)